FC=1C=C(CBr)C=C(C1)Br 3-Fluoro-5-bromobenzyl bromide